C(C)(C)C1=NC=2N(C(=C1)N[C@H]1COCC1)N=CC2 5-isopropyl-N-[(3R)-tetrahydrofuran-3-yl]Pyrazolo[1,5-a]Pyrimidine-7-amine